8-chloro-7-fluoronaphthalen ClC=1C(=CC=C2C=CC=CC12)F